ClC=1C(NC=C(C1)C1N(CCC1)CC(N1CCN(CC1)C1=NC=C(C=N1)C(F)(F)F)=O)=O 3-chloro-5-(1-(2-oxo-2-(4-(5-(trifluoromethyl)pyrimidin-2-yl)piperazin-1-yl)ethyl)pyrrolidin-2-yl)pyridin-2(1H)-one